C(C)(C)(C)OC(=O)N1CCN(CC1)C=1SC(=CN1)C=O 4-(5-formylthiazol-2-yl)piperazine-1-carboxylic acid tert-butyl ester